BrC=1C(=C(C(=CC1)NCCCS(=O)(=O)C)N)C 4-Bromo-3-methyl-N1-[3-(methylsulfonyl)propyl]benzene-1,2-diamine